N(C(=N)N)CC(=O)O 2-carbamimidamido-acetic acid